NC=1C2=C(N=CN1)C(=NC(=C2)C(F)F)C=2C(=C(C=CC2C)O)C (S)-3-(4-amino-6-(difluoromethyl)pyrido[3,4-d]pyrimidin-8-yl)-2,4-dimethylphenol